bis(N,N-diethyldithiocarbamic acid) molybdenum (VI) [Mo+6].C(C)N(C(S)=S)CC.C(C)N(C(S)=S)CC